5-(1-methylcyclopropoxy)-3-[6-[4-(piperazin-1-ylmethyl)-1-piperidinyl]pyrimidin-4-yl]-2H-indazole CC1(CC1)OC1=CC2=C(NN=C2C=C1)C1=NC=NC(=C1)N1CCC(CC1)CN1CCNCC1